COC1=C(C=2CCCC2C=C1)N 5-Methoxy-2,3-dihydro-1H-inden-4-amine